FC1(CC1)C=1N=C(C2=C(N1)C=NC(=C2)N(CCO)C)N2CCC(CC2)C2=C(C=CC=C2)OC 2-({2-(1-Fluoro-cyclopropyl)-4-[4-(2-methoxy-phenyl)-piperidin-1-yl]-pyrido[3,4-d]pyrimidin-6-yl}-methyl-amino)-ethanol